(E)-ethyl 2-(4-fluoro-3-(2-nitrovinyl)-1H-pyrazol-1-yl)-2-methylpropionate FC=1C(=NN(C1)C(C(=O)OCC)(C)C)\C=C\[N+](=O)[O-]